3-(1-Amino-3-{[(CIS)-4-phenylcyclohexyl]oxy}propan-2-yl)-1,5-dimethyl-1,2-dihydropyridin-2-one NCC(CO[C@@H]1CC[C@@H](CC1)C1=CC=CC=C1)C=1C(N(C=C(C1)C)C)=O